6-trifluoromethyl-N2-(2,4-difluorophenyl)-N4-(5-methyl-1H-pyrazol-3-yl)quinazoline-2,4-diamine FC(C=1C=C2C(=NC(=NC2=CC1)NC1=C(C=C(C=C1)F)F)NC1=NNC(=C1)C)(F)F